N-(4-(2-((5-methylthiazol-2-yl)amino)-2-oxoethyl)phenyl)-1H-pyrazole-3-carboxamide CC1=CN=C(S1)NC(CC1=CC=C(C=C1)NC(=O)C1=NNC=C1)=O